((4-chloro-5-(trifluoromethyl)pyrimidin-2-yl)amino)piperidine-1-carboxylic acid tert-butyl ester C(C)(C)(C)OC(=O)N1C(CCCC1)NC1=NC=C(C(=N1)Cl)C(F)(F)F